N,N-bis(2-hydroxyethyl)hydroxylamine OCCN(O)CCO